(R)-6-chloro-3-((1-(2-cyano-7-methyl-3-(1-oxa-6-azaspiro[3.3]heptan-6-yl)quinoxalin-5-yl)ethyl)amino)picolinic acid ClC1=CC=C(C(=N1)C(=O)O)N[C@H](C)C1=C2N=C(C(=NC2=CC(=C1)C)C#N)N1CC2(CCO2)C1